3-[4-[8-[(1R)-1-[(6-chloro-3-pyridinyl)amino]ethyl]-3,6-dimethyl-4-oxo-benzopyran-2-yl]phenyl]azetidine-1-carboxylic acid tert-butyl ester C(C)(C)(C)OC(=O)N1CC(C1)C1=CC=C(C=C1)C=1OC2=C(C(C1C)=O)C=C(C=C2[C@@H](C)NC=2C=NC(=CC2)Cl)C